[Na+].FC(C(C(F)(F)F)(C(F)(F)F)S(=O)(=O)[O-])(F)F perfluoro-tert-butanesulfonic acid, sodium salt